ClCC1=C(C=C(C=C1)C1=CC=C(C=C1)OC1=CC(=CC=C1)F)OC 4-(chloromethyl)-4'-(3-fluorophenoxy)-3-methoxy-1,1'-biphenyl